C(CCCCCCCCCCCCCCCCC)OC=1C=C(C(=O)OCC(=O)O[C@@]2([C@H]([C@@H](O[C@@H]2CO)N2C(=O)N=C(NC(C3=CC=CC=C3)=O)C=C2)OC)O)C=C(C1OCCCCCCCCCCCCCCCCCC)OCCCCCCCCCCCCCCCCCC N4-Benzoyl-2'-O-Methylcytidine-3'-Yl 2-((3,4,5-Tris(Octadecyloxy) Benzoyl)Oxy)Acetate